(2E)-4,5-dihydroxy-5-phenylpent-2-enoic acid methyl ester COC(\C=C\C(C(C1=CC=CC=C1)O)O)=O